C(C)OCC1(CN(CC1)CC=1C=NC=CC1)CCC=1OC2=C(N1)C=CC=C2 2-(2-(3-(ethoxymethyl)-1-(pyridin-3-ylmethyl)pyrrolidin-3-yl)ethyl)benzo[d]oxazole